FC=1C=C2N=CC=3N(C(N4CCS(C(=C2C34)C1C=1C=NN(C1)C)(=O)=O)=O)C 6-fluoro-2-methyl-7-(1-methyl-1H-pyrazol-4-yl)-9,10-dihydro-8-thia-2,4,10a-Triazanaphtho[2,1,8-cde]azulene-1(2H)-one 8,8-dioxide